CC1(C2=NC=NC2=NC=N1)N 6-methyl-adenine